COC(C=CCCC(C(=O)NC=1C(N(C=CC1)CC(=O)NCC(CC)CC)=O)NN1CN(C=C1)C)=O 7-(1-(2-(2-ethylbutylamino)-2-oxoethyl)-2-oxo-1,2-dihydro-pyridin-3-ylamino)-6-(1-methyl-1H-imidazol-3-ylamino)-7-oxoheptenoic acid methyl ester